2-benzyl-4-((3-(methylamino)propyl)amino)-9H-pyrimido[4,5-b]indole-7-carboxylic acid methyl ester COC(=O)C1=CC=C2C3=C(NC2=C1)N=C(N=C3NCCCNC)CC3=CC=CC=C3